[Cr+3].N1=C(C=CC=C1)C(=O)[O-].N1=C(C=CC=C1)C(=O)[O-].N1=C(C=CC=C1)C(=O)[O-] 2-pyridinecarboxylic acid-chromium salt